CS(=O)(=O)O.CS(=O)(=O)O.C(#N)CC1(CN(C1)S(=O)(=O)N)N1CCC(CC1)N[C@H]1[C@@H](C1)C1=CC=CC=C1 3-(cyanomethyl)-3-(4-{[(1R,2S)-2-phenylcyclopropyl]amino}piperidin-1-yl)azetidine-1-sulfonamide di-methanesulfonic acid salt